4-Methyl-2'-(methylthio)-2,3,5',8'-tetrahydro-3'H-spiro[indene-1,7'-quinazolin]-4'(6'H)-one CC1=C2CCC3(CCC=4C(NC(=NC4C3)SC)=O)C2=CC=C1